O1CCN(CC1)C1CCC(CC1)OC1=C(C=C(C=C1)S(=O)(=O)NC(C1=CC=CC=C1)=O)[N+](=O)[O-] N-((4-(((1s,4s)-4-morpholinocyclohexyl)oxy)-3-nitrophenyl)sulfonyl)benzamide